N,N-Dimethyl-4-[4-(5-nitrofuran-2-carbonyl)piperazin-1-yl]benzamide CN(C(C1=CC=C(C=C1)N1CCN(CC1)C(=O)C=1OC(=CC1)[N+](=O)[O-])=O)C